(R)-8-(benzyloxy)-5-(2-(4-(4-bromobenzyl)piperazin-1-yl)-1-hydroxyethyl)quinolin-2(1H)-one C(C1=CC=CC=C1)OC=1C=CC(=C2C=CC(NC12)=O)[C@H](CN1CCN(CC1)CC1=CC=C(C=C1)Br)O